BrC=1C=C(C(N(C1)C)=O)NC1=NC=C(C=C1)N1C(CNCC1)(C)C 5-bromo-3-(5-(2,2-dimethylpiperazin-1-yl)pyridin-2-ylamino)-1-methyl-pyridin-2(1H)-one